4'-octylbiphenyl C(CCCCCCC)C1=CC=C(C=C1)C1=CC=CC=C1